[Cl-].N1(N=NC2=C1C=CC=C2)C[P+](C2=CC=CC=C2)(C2=CC=CC=C2)C2=CC=CC=C2 [(1H-benzotriazol-1-yl)methyl]triphenylphosphonium chloride